N,N'-[Methylenbis(2,6-diethyl-4,1-phenylen)]bis[2,2-dimethyl-propanamid] C(C1=CC(=C(C(=C1)CC)NC(C(C)(C)C)=O)CC)C1=CC(=C(C(=C1)CC)NC(C(C)(C)C)=O)CC